1,1-dimethylethyl 4-[(4,5-difluoro-1H-indol-2-yl)sulfonyl]-1-piperazinecarboxylate FC1=C2C=C(NC2=CC=C1F)S(=O)(=O)N1CCN(CC1)C(=O)OC(C)(C)C